ClC(OC1=CC=C(C=C1)NC(=O)C1=CC2=C(N(C(=N2)C(F)F)C2CC2)C(=C1)C=1C=NC=NC1)(F)F N-(4-(chlorodifluoromethoxy)phenyl)-1-cyclopropyl-2-(difluoromethyl)-7-(pyrimidin-5-yl)-1H-benzo[d]Imidazole-5-carboxamide